1-(4-(6-(7,8-dimethyl-[1,2,4]triazolo[1,5-a]pyridin-6-yl)-7-isopropyl-5H-pyrrolo[3,2-d]pyrimidin-2-yl)piperidin-1-yl)-2-methylpropan-2-ol CC1=C(C=2N(C=C1C1=C(C=3N=C(N=CC3N1)C1CCN(CC1)CC(C)(O)C)C(C)C)N=CN2)C